(5-((3-((tert-butyldimethylsilyl)oxy)cyclopentyl)oxy)-1,3,4-thiadiazol-2-yl)-2'-chloro-5'-methoxy-6-methyl-(4,4'-bipyridine)-3-carboxamide [Si](C)(C)(C(C)(C)C)OC1CC(CC1)OC1=NN=C(S1)C1=NC(=CC(=C1C(=O)N)C1=CC(=NC=C1OC)Cl)C